2,4-Diethylbutyric acid C(C)C(C(=O)O)CCCC